BrC=1C=C(C=CC1[N+](=O)[O-])N(C(OC(C)(C)C)=O)CC1CCCCC1 tert-butyl 3-bromo-4-nitrophenyl(cyclohexylmethyl)carbamate